1-hexyl-phosphonous acid C(CCCCC)P(O)O